N-(4-(1H-pyrazol-4-yl)phenyl)-2-(3,6-diazabicyclo[3.1.1]hept-6-yl)-7,8-dihydro-5H-pyrano[4,3-d]pyrimidin-4-amine N1N=CC(=C1)C1=CC=C(C=C1)NC=1C2=C(N=C(N1)N1C3CNCC1C3)CCOC2